3-methyl-tetrazol-5-one CN1N=NC(N1)=O